ClC1=NNC(=C1)C(=O)C=1N=NN(C1)CC1CC1 3-chloro-5-[1-(cyclopropylmethyl)-1H-1,2,3-triazole-4-carbonyl]-1H-pyrazol